OCC(C)(C)NC(=O)C=1C2=C(N(N1)C1=C(C=C(C=C1)F)F)CC1C2C1 1-(2,4-difluoro-phenyl)-3b,4,4a,5-tetrahydro-1H-cyclopropa[3,4]cyclopenta[1,2-c]pyrazole-3-carboxylic acid (2-hydroxy-1,1-dimethyl-ethyl)-amide